2-methyl-2-cyclopenten-1-one CC=1C(CCC1)=O